ClC1=CC=C(CNC(=O)C=2C=C3C(=C(N(C3=CC2)CC2=CC=C(C=C2)C=2C(=CC=CC2)C(=O)OC(C)(C)C)C)C)C=C1 tert-Butyl 4'-((5-(4-chlorobenzylcarbamoyl)-2,3-dimethyl-1H-indol-1-yl)methyl)biphenyl-2-carboxylate